ethyl (2s,4's)-7-bromo-4-oxospiro[chromane-2,1'-cyclohexane]-4'-carboxylate BrC1=CC=C2C(CC3(CCC(CC3)C(=O)OCC)OC2=C1)=O